6-methoxy-2-methyl-1H-benzo[d]imidazole-4-carboxylic acid COC=1C=C(C2=C(NC(=N2)C)C1)C(=O)O